2-((2S,4S)-5-chloro-6-fluoro-2-(((4-(fluoromethyl)-4-hydroxycyclohexyl)amino)methyl)-2-phenyl-2,3-dihydrobenzofuran-4-yl)-4-(difluoromethoxy)-3-fluorobenzamide ClC=1C(=CC2=C(C[C@](O2)(C2=CC=CC=C2)CNC2CCC(CC2)(O)CF)C1C1=C(C(=O)N)C=CC(=C1F)OC(F)F)F